1-[2-(2,4-dimethyl-thiophenyl)-phenyl]piperazine CC=1SC=C(C1C1=C(C=CC=C1)N1CCNCC1)C